ClC1=C(C=O)C(=CC(=C1)OC)Cl 2,6-dichloro-4-methoxybenzaldehyde